CC(C[C@H]1[C@H](C[C@H]2N(CCC3=CC(=C(C=C23)OC)OCC2(CC2)F)C1)O)(C)C (2S,3R,11bR)-3-(2,2-dimethylpropyl)-9-[(1-fluorocyclopropyl)methoxy]-10-methoxy-1H,2H,3H,4H,6H,7H,11bH-pyrido[2,1-a]isoquinolin-2-ol